N[C@H](C(=O)O)CC1=CN(C2=CC=CC=C12)CC1CC1 (2S)-2-amino-3-[1-(cyclopropylmethyl)-1H-indol-3-yl]propanoic acid